C1(CC1)N1N=CC(=C1)N1N=CC2=CC=C(C=C12)N 1-(1-cyclopropyl-1H-pyrazol-4-yl)-1H-indazol-6-amine